(R)-N-(5,8-difluorochroman-4-yl)-4-(trifluoromethoxy)benzenesulfonamide FC1=C2[C@@H](CCOC2=C(C=C1)F)NS(=O)(=O)C1=CC=C(C=C1)OC(F)(F)F